C(CC)C(COCCOCCOCCO)CCCCC triethylene glycol 2-propyl-heptyl ether